FC(S(=O)(=O)OC1=CC(=CC2=CC(=C(C(=C12)C#C[Si](C(C)C)(C(C)C)C(C)C)F)C#N)OCOC)(F)F 6-Cyano-7-fluoro-3-(methoxymethoxy)-8-((triisopropylsilyl)ethynyl)naphthalen-1-yl trifluoromethanesulfonate